CN(/C=C/C(=O)[C@H]1COCC1)C (R,E)-3-(Dimethylamino)-1-(tetrahydrofuran-3-yl)prop-2-en-1-one